2,2-dimethyl-1,3-dioxan-4,6-dione CC1(OC(CC(O1)=O)=O)C